2-(4-(tert-butyl)benzamido)-3-(4-methylthiazol-5-yl)acrylic acid C(C)(C)(C)C1=CC=C(C(=O)NC(C(=O)O)=CC2=C(N=CS2)C)C=C1